N1N=NC(=C1N)N 1,2,3-triazolediamine